FC=1C=C(C=CC1)CC(=O)N1CC2=C(CC1)SC(=C2)C2=NOC(=N2)C(F)(F)F 2-(3-fluorophenyl)-1-(2-(5-(trifluoromethyl)-1,2,4-oxadiazol-3-yl)-6,7-dihydrothieno[3,2-c]pyridin-5(4H)-yl)ethan-1-one